[Si](C)(C)(C(C)(C)C)O[C@H]1CN(CC[C@H]1N1C([C@@H](CC1)OC[C@H](C)NC(OC(C)(C)C)=O)=O)C1=NC=C(C=N1)C(F)(F)F tert-butyl ((S)-1-(((R)-1-((3S,4R)-3-((tert-butyldimethylsilyl)oxy)-1-(5-(trifluoromethyl)pyrimidin-2-yl)piperidin-4-yl)-2-oxopyrrolidin-3-yl)oxy)propan-2-yl)carbamate